ClC1=C(C(=NN1CC)C1=NOC(=C1)C(C)C)C=O 5-Chloro-1-ethyl-3-(5-isopropylisoxazol-3-yl)-1H-pyrazole-4-carbaldehyde